octanoic acid arachidyl ester C(CCCCCCCCCCCCCCCCCCC)OC(CCCCCCC)=O